4-((4-chloro-2-fluoro-5-methoxyphenyl)amino)-6-methoxy-7-(2-((4-methylpiperazin-1-yl)oxy)ethoxy)quinoline-3-carbonitrile ClC1=CC(=C(C=C1OC)NC1=C(C=NC2=CC(=C(C=C12)OC)OCCON1CCN(CC1)C)C#N)F